Cl.Cl.N1(N=CN=C1)CCN 2-(1H-1,2,4-triazol-1-yl)ethanamine dihydrochloride